FC=1C=C2C(C(=CN(C2=CC1)C)C(=O)OC)CO methyl 6-fluoro-4-(hydroxymethyl)-1-methyl-1,4-dihydroquinoline-3-carboxylate